NCC(=O)C1=CC(=C(C=C1)OC)Cl 2-amino-1-(3-chloro-4-methoxyphenyl)ethanone